BrC1=CN=CC2=C1SCCN2S(=O)(=O)C2=CC=C(C=C2)OC 8-bromo-4-((4-methoxyphenyl)sulfonyl)-3,4-dihydro-2H-pyrido[4,3-b][1,4]thiazine